COC(C(C1=CN(C2=CC=CC=C12)C(=O)OC)CCCCN)=O α-4-aminobutyl-N-methoxycarbonyl-3-indoleacetic acid methyl ester